2-amino-4-methoxybutanoic acid NC(C(=O)O)CCOC